C1(=CC=CC=C1)P(=O)(C1=CC=CC=C1)C=1C=C(C=C(C1)P(=O)(C1=CC=CC=C1)C1=CC=CC=C1)N1C2=CC=CC=C2C=2C=CC=CC12 9-(3,5-bis(diphenylphosphoryl)phenyl)-9H-carbazole